3-((2-chloro-4-(trifluoromethyl)phenoxy)methyl)-5-fluorobenzoic acid ClC1=C(OCC=2C=C(C(=O)O)C=C(C2)F)C=CC(=C1)C(F)(F)F